O=C1NC(CCC1N1C(C2=CC=CC(=C2C1=O)OCCCCCCCCCCN(C)CC1=CC=C(OCCN2C=CC3=CC=C(C=C23)C(=O)NO)C=C1)=O)=O 1-(2-(4-(((10-((2-(2,6-dioxopiperidin-3-yl)-1,3-dioxoisoindolin-4-yl)oxy)decyl)(methyl)amino)methyl)phenoxy)ethyl)-N-hydroxy-1H-indole-6-carboxamide